ClC=1C(=CC(=NC1)NC1CCN(CC1)C)C=1C=C2N(C[C@@H](N(C2=O)CC2=C(C=CC(=C2)F)CO)COC)C1 (R)-7-(5-chloro-2-((1-methylpiperidin-4-yl)amino)pyridine-4-yl)-2-(5-fluoro-2-(hydroxymethyl)benzyl)-3-(methoxymethyl)-3,4-dihydropyrrolo[1,2-a]pyrazine-1(2H)-one